N1N=CC(=C1)C1=CC=C(C=C1)N1CCC(CC1)C(=O)N1C2CCC(C1)C2 (1-(4-(1H-pyrazol-4-yl)phenyl)piperidin-4-yl)(2-azabicyclo[2.2.1]heptane-2-yl)methanone